(R)-6-(3-methoxypiperidin-1-yl)-N-(3-methyl-4-((1-methyl-1H-benzo[d]imidazol-5-yl)oxy)phenyl)pyrimido[5,4-d]pyrimidin-4-amine CO[C@H]1CN(CCC1)C=1N=CC=2N=CN=C(C2N1)NC1=CC(=C(C=C1)OC1=CC2=C(N(C=N2)C)C=C1)C